5-(2-aminoethyl)dithio-2-nitrobenzoic Acid C1=CC(=C(C=C1SSCCN)C(=O)O)[N+](=O)[O-]